2-acetyl-pyridin-4-one C(C)(=O)C1=NC=CC(C1)=O